3-(3,4,5,6-tetrahydro-2H-pyran-4-yloxy)benzoic acid O1CCC(CC1)OC=1C=C(C(=O)O)C=CC1